BrC1=C(C(=CC(=C1)[N+](=O)[O-])OC)CC(=O)OC methyl (2-bromo-6-methoxy-4-nitrophenyl)acetate